CC(CCOC=1C=C(C=CC1)C1=C(N=C(S1)NS(=O)(=O)C1=CC(=CC=C1)NCCCCC=C)C1=C(C=CC=C1)C=C)(C)C N-[5-[3-(3,3-dimethylbutoxy)phenyl]-4-(2-vinylphenyl)thiazol-2-yl]-3-(hex-5-enylamino)benzenesulfonamide